CN1C(N(CC1)C1CC2CN(C1C2)C2=NC=C(C(=O)N)C=C2)=O 6-(6-(3-methyl-2-oxoimidazolin-1-yl)-2-azabicyclo[2.2.1]heptane-2-yl)nicotinamide